2-(3-carboxypropanoyl)-6-methoxy-2H-isoindol C(=O)(O)CCC(=O)N1C=C2C=C(C=CC2=C1)OC